5-(2-fluoro-6-hydroxy-3-(2-phenyloxazol-4-yl)phenyl)-1,2,5-thiadiazolidin-3-one 1,1-dioxide FC1=C(C(=CC=C1C=1N=C(OC1)C1=CC=CC=C1)O)N1CC(NS1(=O)=O)=O